COC1=C(C=C(C=N1)B(O)O)C(NCCC(C)C1=CC=CC=C1)=O (6-methoxy-5-((3-phenylbutyl)carbamoyl)pyridin-3-yl)boronic acid